C(C)(=O)N[C@@H](CC(N)=O)C(=O)OC(C)(C)C tert-butyl acetyl-L-asparaginate